C(C)C=1C(NC=2C=C(C=NC2C1)CN1CCN(CC1)C=1C=CC(=NC1C(F)(F)F)C(=O)NC)=O 5-[4-[(7-Ethyl-6-oxo-5H-1,5-naphthyridin-3-yl)methyl]piperazin-1-yl]-N-methyl-6-(trifluoromethyl)pyridin-2-carboxamid